CC1=C(N=NC(=C1)C1=CC=CC=C1)S(=O)(=O)N1CCN(CC1)C 4-methyl-6-phenyl-3-((4-methylpiperazin-1-yl)sulfonyl)pyridazine